C(C(=O)O)(=O)[O-].C(C(=O)O)(=O)O.P(=O)(O)(F)F.[Li+] lithium difluorophosphate bisoxalate